3-iodo-1-(2-trimethylsilyl-ethoxymethyl)pyrazole-4-carboxamide IC1=NN(C=C1C(=O)N)COCC[Si](C)(C)C